C(N)(=O)C1=CC=C(C(=C1C1=C(C(=CC2=C1[C@@H]([C@](O2)(C2=CC=CC=C2)CN(C(OC(C)(C)C)=O)C)C)F)Cl)F)OC tert-butyl (((2S,3S,4R)-4-(6-carbamoyl-2-fluoro-3-methoxyphenyl)-5-chloro-6-fluoro-3-methyl-2-phenyl-2,3-dihydrobenzofuran-2-yl)methyl)(methyl)carbamate